CN1N=C(C(=C1O)C(C1=C(C=C(C=C1)C(F)(F)F)S(=O)(=O)C)=O)C 1,3-dimethyl-4-(2-methanesulfonyl-4-trifluoromethylbenzoyl)-5-hydroxypyrazole